CN1N=CC(=C1)C1=NC=2C=C(C=CC2C2=C1N=C(N=C2)N)S(=O)(=O)C 5-(1-methyl-1H-pyrazol-4-yl)-8-(methylsulfonyl)pyrimido[4,5-c]quinolin-3-amine